dimethyl-diphenyl-phosphonium hydroxide [OH-].C[P+](C1=CC=CC=C1)(C1=CC=CC=C1)C